ClC=1C(=NC(=NC1)N[C@H]1CN(CC1)C(=O)C1=CC=C(C=C1)NC(CC)=O)OCC(F)(F)F (R)-N-(4-(3-((5-chloro-4-(2,2,2-trifluoroethoxy)pyrimidin-2-yl)amino)pyrrolidine-1-carbonyl)phenyl)propionamide